3-(2,4-bis(t-butoxycarbonyl)-6-((diisopropyloxyphosphoryl)oxy)phenyl)-3-methylbutanoic acid C(C)(C)(C)OC(=O)C1=C(C(=CC(=C1)C(=O)OC(C)(C)C)OP(=O)(OC(C)C)OC(C)C)C(CC(=O)O)(C)C